4-Benzyl-7-(((tert-butyldiphenylsilyl)oxy)methyl)-4-azaspiro[2.5]octane C(C1=CC=CC=C1)N1C2(CC2)CC(CC1)CO[Si](C1=CC=CC=C1)(C1=CC=CC=C1)C(C)(C)C